ClC1=CC=C2C(=N1)N=C(O2)N2CCN(CC2)C(=O)C2=CC=C(C=C2)C=2C=NN(C2)CC(C)(C)C [4-(5-chlorooxazolo[4,5-b]pyridin-2-yl)piperazin-1-yl]-[4-[1-(2,2-dimethylpropyl)pyrazol-4-yl]phenyl]methanone